C(C)(=O)OCC(=O)NC1=CC=C(C=C1)B(O)O (4-(2-acetoxyacetamido)phenyl)boronic acid